C(C)(C)(C)P(N1C=CC2=CC(=CC=C12)C)Cl 1-(tert-butyl-chlorophosphino)-5-methyl-1H-indole